1-[5-(difluoromethoxy)-2-pyridyl]-N-[3-(1,1-difluoropropyl)phenyl]-3-methyl-5-oxo-4H-pyrazole-4-carboxamide FC(OC=1C=CC(=NC1)N1N=C(C(C1=O)C(=O)NC1=CC(=CC=C1)C(CC)(F)F)C)F